4-(2-chloro-6-fluorobenzyl)-6-(4-phenyloxazol-2-yl)-2H-benzo[b][1,4]thiazin-3(4H)-one ClC1=C(CN2C3=C(SCC2=O)C=CC(=C3)C=3OC=C(N3)C3=CC=CC=C3)C(=CC=C1)F